ClC1=CC(=CC(=N1)N1CCN(CC1)S(=O)(=O)C1=CC=C(C=C1)N1C(CC(C1)N1CC2(C1)CNC2)=O)C(F)(F)F 1-[4-[4-[6-Chloro-4-(trifluoromethyl)-2-pyridyl]piperazin-1-yl]sulfonylphenyl]-4-(2,6-diazaspiro[3.3]heptan-2-yl)pyrrolidin-2-one